6-(3-amino-6-(1-(((2R,5R)-5-methylmorpholin-2-yl)methyl)-1H-pyrazol-4-yl)pyrazin-2-yl)-2-(3,5-dimethoxyphenyl)pyridazin-3(2H)-one NC=1C(=NC(=CN1)C=1C=NN(C1)C[C@H]1CN[C@@H](CO1)C)C=1C=CC(N(N1)C1=CC(=CC(=C1)OC)OC)=O